tert-butyl (1-(4-azidobutyl)cyclopropyl)carbamate N(=[N+]=[N-])CCCCC1(CC1)NC(OC(C)(C)C)=O